[C@H](C)(CC)OC1=CC=2N(C=C1C(=O)NC=1C(N(C=CC1)C1CC1)=O)C=C(N2)C21COC(C2)(C1)C (S)-7-(sec-butoxy)-N-(1-cyclopropyl-2-oxo-1,2-dihydropyridin-3-yl)-2-(1-methyl-2-oxabicyclo[2.1.1]hexan-4-yl)imidazo[1,2-a]pyridine-6-carboxamide